CN1CCC(CC1)C1=NN=C(S1)[C@@]12CN(C[C@]2(C1)C(F)(F)F)C1=C2C=CC=NC2=C(C=C1)C#N 5-((1S,5R)-1-(5-(1-methylpiperidin-4-yl)-1,3,4-thiadiazole-2-yl)-5-(trifluoromethyl)-3-azabicyclo[3.1.0]hexan-3-yl)quinoline-8-carbonitrile